C(C)(C)(C)OC(=O)N1C[C@@H](CCC1)N(C(=O)C=1C=CC(=NC1)C(=O)OC)C1=NC=CC2=C1C(=CS2)C methyl 5-[[(3R)-1-tert-butoxycarbonyl-3-piperidyl]-(3-methylthieno[3,2-c]pyridin-4-yl)carbamoyl]pyridine-2-carboxylate